(5-amino-8-fluoroquinolin-6-yl)-[7-fluoro-2-(oxan-2-yl)indazol-4-yl]methanone NC1=C2C=CC=NC2=C(C=C1C(=O)C=1C2=CN(N=C2C(=CC1)F)C1OCCCC1)F